C(#N)CC[C@@H](C1=CC(=CC=C1)OC(F)(F)F)NC(C[C@@H](C(C)(C)C)O)=O (S)-N-((S)-3-cyano-1-(3-(trifluoromethoxy)phenyl)propyl)-3-hydroxy-4,4-dimethylpentanamide